ClC=1C=C(C=CC1F)C(C=1NC(=C(N1)S(=O)(=O)C)C)OC1C(CCC1)(F)F 2-((3-chloro-4-fluorophenyl)((2,2-difluorocyclopentyl)oxy)methyl)-5-methyl-4-(methyl-sulfonyl)-1H-imidazole